ClC=1C=CC=C2C=C(C=C(C12)N1CC=2N=C(N=C(C2CC1)OC)OC[C@]12CCCN2C[C@@H](C1)F)OCOC 7-(8-chloro-3-(methoxymethoxy)naphthalen-1-yl)-2-(((2R,7aS)-2-fluorohexahydro-1H-pyrrolizin-7a-yl)methoxy)-4-methoxy-5,6,7,8-tetrahydropyrido[3,4-d]pyrimidine